ethyl 5-amino-1-(2-methylpropyl)-1H-pyrazole-4-carboxylate NC1=C(C=NN1CC(C)C)C(=O)OCC